NCC1=C(C(=CC(=C1)Cl)C)SC1=C(C=CC=C1)CO [2-[2-(aminomethyl)-4-chloro-6-methyl-phenyl]sulfanyl-phenyl]methanol